2-[3-(oxolan-2-yl)-4H,5H,6H,7H-pyrazolo[1,5-a]pyrazine-5-carbonyl]-1H-indole O1C(CCC1)C=1C=NN2C1CN(CC2)C(=O)C=2NC1=CC=CC=C1C2